3-(7-(3,3-Dimethylmorpholino)-3-(1H-pyrazol-5-yl)pyrazolo[1,5-a]pyrimidin-5-yl)-8-oxa-3-azabicyclo[3.2.1]octane CC1(COCCN1C1=CC(=NC=2N1N=CC2C2=CC=NN2)N2CC1CCC(C2)O1)C